(3R,4R)-1-(4-((8-((2R,3S)-3-((ethylsulfonyl)methyl)-2-methylazetidin-1-yl)-5-isopropyl-2,7-naphthyridin-3-yl)amino)-1,3,5-triazin-2-yl)-3-fluoro-3-methylpiperidin-4-ol C(C)S(=O)(=O)C[C@@H]1[C@H](N(C1)C=1N=CC(=C2C=C(N=CC12)NC1=NC(=NC=N1)N1C[C@@]([C@@H](CC1)O)(C)F)C(C)C)C